4-cyclohexyl-2-(1-methylpyrazol-3-yl)-5-(trifluoromethyl)pyrazol-3-amine C1(CCCCC1)C1=C(N(N=C1C(F)(F)F)C1=NN(C=C1)C)N